C[C@H](CC)N1C(C=2N(C=3N(C(C2C1)=O)N=C(C3)C(C)(C)C)CC(=O)O)=O |r| {6-[(±)-butan-2-yl]-2-tert-butyl-5,8-dioxo-5,6,7,8-tetrahydro-4H-pyrazolo[1,5-a]pyrrolo[3,4-d]pyrimidin-4-yl}acetic acid